ethyl 2-(3-(3-(2-fluoroethoxy)cyclobutyl)ureido)-4-methylthiophene-3-carboxylate FCCOC1CC(C1)NC(NC=1SC=C(C1C(=O)OCC)C)=O